F[IH+](F)F.[SH3+] sulfonium trifluoroiodonium